C(C)OC(CN1CCN(CC1)CCC1CCN(CC1)C1=C(C=C(C=C1)N)F)=O 2-(4-(2-(1-(2-fluoro-4-aminophenyl)piperidin-4-yl)ethyl)piperazin-1-yl)acetic acid ethyl ester